BrC1=CC=CC(=N1)C=1CC(=NCC1)C 6-bromo-2'-methyl-3',6'-dihydro-[2,4'-bipyridine]